BrC1=C2CCN([C@@H](C2=C(C=C1)OCC1=NOC(=C1)C)CN1C(C2=CC=CC=C2C1)=O)C(=O)[C@H]1[C@H](CCCC1)C(=O)O (1S,2R)-2-((S)-5-Bromo-8-((5-methylisoxazol-3-yl)methoxy)-1-((1-oxoisoindolin-2-yl)methyl)-1,2,3,4-tetrahydroisoquinoline-2-carbonyl)cyclohexane-1-carboxylic acid